6-(8-(3-(7-fluoro-5-methyl-1-oxo-1,2-dihydroisoquinolin-3-yl)propyl)-3,8-diazabicyclo[3.2.1]octan-3-yl)nicotinonitrile FC1=CC(=C2C=C(NC(C2=C1)=O)CCCN1C2CN(CC1CC2)C2=NC=C(C#N)C=C2)C